bisphosphinoethane-1,2-14C P[14CH]([14CH3])P